ClC=1C=C(C=CC1)CN1C(OC2=C(C1=O)C=C(C=C2)OC2=CC(=NC=C2)C=2C=NN(C2)C)(C)C 3-[(3-chlorophenyl)methyl]-2,2-dimethyl-6-{[2-(1-methylpyrazol-4-yl)-4-pyridyl]oxy}-1,3-benzoxazin-4-one